N1(C=NC=2C1=C1C(=NC2)NC=C1)C=1C=NN(C1)CCCC#N 4-(4-(imidazo[4,5-d]pyrrolo[2,3-b]pyridin-1(6H)-yl)-1H-pyrazol-1-yl)butanenitrile